O(C1=CC=CC=C1)C1=NC=C(C=N1)B(O)O (2-PHENOXYPYRIMIDIN-5-YL)BORONIC ACID